O[C@H]1C2CCC(C1)N2CC(=O)C2=C(N(C(=C2C)C)C2=CC=C(C#N)C=C2)C (±)-4-(3-(2-((2R)-2-Hydroxy-7-azabicyclo[2.2.1]heptan-7-yl)acetyl)-2,4,5-trimethyl-1H-pyrrol-1-yl)benzonitrile